BrC1=NN=C(O1)[C@H]1CC[C@@H](CN1)C(C(=O)N)OC1=CC(=C(C=C1)Cl)Cl [(3S,6R)-6-(5-bromo-1,3,4-oxadiazol-2-yl)piperidin-3-yl]2-(3,4-dichlorophenoxy)acetamide